C(C1=CC=CC=C1)C(CC(=O)N1C=C(C2=CC(=CC=C12)Br)/C(=C/C1=C(C=CC(=C1)C#N)OC)/C#N)(P([O-])([O-])=O)CC1=CC=CC=C1 (Z)-dibenzyl-3-(5-bromo-3-(1-cyano-2-(5-cyano-2-methoxyphenyl)vinyl)-1H-indol-1-yl)-3-oxopropylphosphonate